(1-(tetrahydro-2H-pyran-2-yl)-1H-pyrazol-5-yl)methanol mesylate S(C)(=O)(=O)OCC1=CC=NN1C1OCCCC1